CC1=CN=C(S1)NC1=CC(=CC(=N1)NC1CN(CCC1)C(C=C)=O)CC1=NC=CC=C1 1-(3-((6-((5-methylthiazol-2-yl)amino)-4-(pyridin-2-ylmethyl)pyridin-2-yl)amino)piperidin-1-yl)prop-2-en-1-one